N(=[N+]=[N-])CCCCC1=CC=C(NCC=2N=C(OC2)\C=C\C2=C(C=C(C=C2)Br)F)C=C1 (E)-4-(4-azidobutyl)-N-((2-(4-bromo-2-fluorostyryl)oxazol-4-yl)methyl)aniline